3-iodo-3,3-difluoropropionic acid IC(CC(=O)O)(F)F